C(C)(C)(C)C1=CC(=NN1CCC#N)NC=1N(C=2C(=NC=C(C2)OC2=CC(=NC=C2)NC(=O)C2CC2)N1)C N-(4-((2-((5-(tert-butyl)-1-(2-cyanoethyl)-1H-pyrazol-3-yl)amino)-1-methyl-1H-imidazo[4,5-b]pyridin-6-yl)oxy)pyridin-2-yl)cyclopropanecarboxamide